4-((5-((3S,4S)-4-amino-3-methyl-2-oxa-8-azaspiro[4.5]decan-8-yl)pyrazin-2-yl)thio)-8-(2-hydroxy-2-methylpropyl)-6,6a,7,8-tetrahydro-9H-imidazo[1,5-d]pyrido[3,2-b][1,4]oxazin-9-one N[C@@H]1[C@@H](OCC12CCN(CC2)C=2N=CC(=NC2)SC2=CC=NC1=C2OCC2N1C(N(C2)CC(C)(C)O)=O)C